S1CCCCCCC1 thiocan